C(CCCCC=CCCCCCCCCCCC)(=O)C(O)(C[N+](C)(C)C)CC([O-])=O octadeca-6-enoyl-carnitine